bis(2,3-epoxypropyl) cyclohexane-1,2-dicarboxylate C1(C(CCCC1)C(=O)OCC1CO1)C(=O)OCC1CO1